C(CCCCC)C(C(=O)OCCCCCC(CCCCCOC(CN(C)C(CC(CCCCCCCC)CCCCCC)=O)=O)NCCCCO[Si](C1=CC=CC=C1)(C1=CC=CC=C1)C(C)(C)C)CCCCCCCC 6-((4-((tert-Butyldiphenylsilyl)oxy)butyl)amino)-11-((N-(3-hexylundecanoyl)-N-methyl-glycyl)oxy)undecyl 2-hexyldecanoate